O1CCOC12CCC(CC2)CN2C(CCC2)C2=C(C=CC=C2)C2CC2 1-((1,4-dioxaspiro[4.5]decan-8-yl)methyl)-2-(2-cyclopropylphenyl)pyrrolidine